1-(6-(2-hydroxy-2-(4-methyl-1-oxo-1,3-dihydroisobenzofuran-5-yl)ethyl)-5,6,7,8-tetrahydropyrido[4,3-d]pyrimidin-2-yl)-1H-pyrazole-4-carbonitrile OC(CN1CC2=C(N=C(N=C2)N2N=CC(=C2)C#N)CC1)C=1C(=C2COC(C2=CC1)=O)C